C(C(C)(C)C)(=O)O neopentanoic acid